2-(3-(pyrimidin-5-yl)ureido)propanamide N1=CN=CC(=C1)NC(NC(C(=O)N)C)=O